[N+](=O)([O-])C=1C=C2CC(CC2=CC1)(C(=O)O)N1CC2(CC2)CNC1=O 5-nitro-2-(6-oxo-5,7-diazaspiro[2.5]oct-5-yl)-2,3-dihydro-1H-indene-2-carboxylic acid